Di-sodium bis-phenolate C1(=CC=CC=C1)[O-].C1(=CC=CC=C1)[O-].[Na+].[Na+]